3-(3-(4-(3-chlorobenzoyl)piperazin-1-yl)-3-oxopropyl)-8-methyl-3,5-dihydro-4H-pyrimido[5,4-b]indol-4-one ClC=1C=C(C(=O)N2CCN(CC2)C(CCN2C=NC3=C(NC=4C=CC(=CC34)C)C2=O)=O)C=CC1